pyridin-3-ol diformate C(=O)O.C(=O)O.N1=CC(=CC=C1)O